3-piperidinomethyl-5-(2,5-dimethylphenoxy)-2,2-dimethylvalerate hydrochloride Cl.N1(CCCCC1)CC(C(C(=O)O)(C)C)CCOC1=C(C=CC(=C1)C)C